benzo[d]oxazol-2-ylmethanamine hydrochloride Cl.O1C(=NC2=C1C=CC=C2)CN